3-((4-(3-ethoxyphenyl)-5-isobutylthiazol-2-yl)amino)thiophene-2-carboxylic acid C(C)OC=1C=C(C=CC1)C=1N=C(SC1CC(C)C)NC1=C(SC=C1)C(=O)O